C(C)C1=C(C=CC(=C1)N1C[C@H]2CC[C@@H](C1)N2C)NC2=NC=C(C(=N2)NCCCN2C(C(C2)(C)C)=O)C(F)(F)F 1-(3-((2-((2-ethyl-4-((1R,5S)-8-methyl-3,8-diazabicyclo[3.2.1]octan-3-yl)phenyl)amino)-5-(trifluoromethyl)pyrimidin-4-yl)amino)propyl)-3,3-dimethylazetidin-2-one